C(N)(OCC(OCCN1C(C(CCC1=O)N1C(C2=CC=C(C=C2C1)O)=O)=O)C(C)(C)C)=O (tert-butyl 2-(2-(3-(5-hydroxy-1-oxoisoindolin-2-yl)-2,6-di-oxopiperidin-1-yl) ethoxy) ethyl) carbamate